1-(4-chlorophenyl)-4,4-dimethyl-2-(1H-1,2,4-triazol-1-yl)pentan-3-one ClC1=CC=C(C=C1)CC(C(C(C)(C)C)=O)N1N=CN=C1